1,4-bis[4-(6-acryloyloxyhexyloxy)benzoyloxy]-2-methyl-benzene C(C=C)(=O)OCCCCCCOC1=CC=C(C(=O)OC2=C(C=C(C=C2)OC(C2=CC=C(C=C2)OCCCCCCOC(C=C)=O)=O)C)C=C1